N1(N=NC=C1)C1=CC(=NC=N1)OCC1=C(N=NN1C)C1=CC=C(C(=N1)CC)N1C[C@H](CCC1)CC(=O)OCC=C allyl (R)-2-(1-(6-(5-(((6-(1H-1,2,3-triazol-1-yl)pyrimidin-4-yl)oxy)methyl)-1-methyl-1H-1,2,3-triazol-4-yl)-2-ethylpyridin-3-yl)piperidin-3-yl)acetate